5-(((1-(4-((9-cyclopentyl-8-(phenylamino)-9H-purin-2-yl)amino)phenyl)piperidin-4-yl)(methyl)amino)methyl)-2-(2,6-dioxopiperidin-3-yl)isoindoline-1,3-dione C1(CCCC1)N1C2=NC(=NC=C2N=C1NC1=CC=CC=C1)NC1=CC=C(C=C1)N1CCC(CC1)N(C)CC=1C=C2C(N(C(C2=CC1)=O)C1C(NC(CC1)=O)=O)=O